(2R)-4-tert-butoxycarbonyl-morpholine-2-carboxylic acid C(C)(C)(C)OC(=O)N1C[C@@H](OCC1)C(=O)O